chloro-2-diethoxyphosphoryl-acetic acid ethyl ester C(C)OC(C(P(=O)(OCC)OCC)Cl)=O